5,7-dihydroxyl-4'-methoxyl-flavone tert-butyl-3-(aminomethyl)-3-[(4-methoxyphenyl)methylamino]pyrrolidine-1-carboxylate C(C)(C)(C)C1N(CCC1(NCC1=CC=C(C=C1)OC)CN)C(=O)O.OC1=C2C(C=C(OC2=CC(=C1)O)C1=CC=C(C=C1)OC)=O